(S)-methyl 9-((2-(1-(3-ethoxy-4-methoxyphenyl)-2-(methylsulfonyl)ethyl)-1,3-dioxoisoindolin-4-yl)amino)-9-oxononanoate C(C)OC=1C=C(C=CC1OC)[C@@H](CS(=O)(=O)C)N1C(C2=CC=CC(=C2C1=O)NC(CCCCCCCC(=O)OC)=O)=O